C(C)OC(=O)[C@@]1(C(NC2=C(C=CC=C2C1)F)=O)F |r| (±)-3,8-difluoro-2-oxo-1,2,3,4-tetrahydroquinoline-3-carboxylic acid ethyl ester